C(C1=CC=CC=C1)N(P(C1=CC=C(C=C1)[Si](CCCC)(CCCC)CCCC)C1=CC=C(C=C1)[Si](CCCC)(CCCC)CCCC)P(C1=C(C=CC=C1)F)C1=C(C=CC=C1)F N-benzyl-N-(bis(2-fluorophenyl)phosphaneyl)-1,1-bis(4-(tributylsilyl)phenyl)phosphanamine